ClC1=NC2=CC(=CC=C2C(=C1)Cl)C(F)(F)F 2,4-Dichloro-7-(trifluoromethyl)quinoline